1-[(2R,3S)-3-fluoro-2-[[6-[(6-methoxy-2-methyl-3,4-dihydro-1H-isoquinolin-7-yl)amino]pyrazolo[3,4-d]pyrimidin-1-yl]methyl]pyrrolidin-1-yl]ethanone F[C@@H]1[C@H](N(CC1)C(C)=O)CN1N=CC=2C1=NC(=NC2)NC2=C(C=C1CCN(CC1=C2)C)OC